S1C(=NC=C1)N1C[C@H](CC1)CNC(OC(C)(C)C)=O tert-butyl N-{[(3R)-1-(1,3-thiazol-2-yl)pyrrolidin-3-yl]methyl}carbamate